3-(4-(((1S,4S)-4-aminocyclohexyl)(pentyl)amino)-1-oxoisoindolin-2-yl)piperidine-2,6-dione hydrochloride Cl.NC1CCC(CC1)N(C1=C2CN(C(C2=CC=C1)=O)C1C(NC(CC1)=O)=O)CCCCC